FC1=C(C#N)C=CC(=C1)C(C(F)(F)F)(F)F 2-fluoro-4-(perfluoroethyl)benzonitrile